6-[3-[1-[[8-chloro-6-(trifluoromethyl)quinazolin-4-yl]amino]ethyl]pyrazin-2-yl]-2-methyl-pyridazin-3-one ClC=1C=C(C=C2C(=NC=NC12)NC(C)C=1C(=NC=CN1)C=1C=CC(N(N1)C)=O)C(F)(F)F